5-(6-(2-hydroxy-6-methyl-4-(trifluoromethyl)phenyl)-3-methyl-2H-pyrazolo[3,4-b]pyrazin-2-yl)-1-(4-methoxybenzyl)piperidin-2-one OC1=C(C(=CC(=C1)C(F)(F)F)C)C=1C=NC=2C(N1)=NN(C2C)C2CCC(N(C2)CC2=CC=C(C=C2)OC)=O